1-((5-(benzylthio)-3-fluoropyridin-2-yl)methyl)-6-methyl-7-phenyl-2-(trifluoromethyl)-1H-imidazo[4,5-c]pyridine C(C1=CC=CC=C1)SC=1C=C(C(=NC1)CN1C(=NC=2C=NC(=C(C21)C2=CC=CC=C2)C)C(F)(F)F)F